4-[2-({3-[(tert-butyldiphenylsilyl)oxy]4,5-dimethoxyphenyl}methoxy)ethyl]piperidine [Si](C1=CC=CC=C1)(C1=CC=CC=C1)(C(C)(C)C)OC=1C=C(C=C(C1OC)OC)COCCC1CCNCC1